C(C)(C)(C)OC(=O)N1CCC(CC1)C1=NSC(=C1C1CC1)C(=O)OCC ETHYL 3-(1-(TERT-BUTOXYCARBONYL)PIPERIDIN-4-YL)-4-CYCLOPROPYLISOTHIAZOLE-5-CARBOXYLATE